2-(4-chlorophenoxy)-2,2-difluoroacetic acid ClC1=CC=C(OC(C(=O)O)(F)F)C=C1